tert-Butyl-(((tert-butoxycarbonyl)imino)(3-(N-((1,2,3,5,6,7-hexahydro-s-indacen-4-yl)carbamoyl)sulfamoyl)azetidin-1-yl)methyl) carbamate, Potassium Salt [K].C(N)(OC(N1C(C(C1)S(NC(NC1=C2CCCC2=CC=2CCCC12)=O)(=O)=O)C(C)(C)C)=NC(=O)OC(C)(C)C)=O